C1(CCC1)OC(=O)N1CC=2C=C(C(NC2CC1)=O)C(NC\C=C\S(=O)(=O)C1=CC=CC=C1)=O 3-{[(2E)-3-(benzenesulfonyl)prop-2-en-1-yl]carbamoyl}-2-oxo-1,2,5,6,7,8-hexahydro-1,6-naphthyridine-6-carboxylic acid cyclobutylester